N-(2-hydroxy-1-phenylethyl)-1-(5-methyl-2-(phenylamino)pyridin-4-yl)-1H-imidazole-4-carboxamide OCC(C1=CC=CC=C1)NC(=O)C=1N=CN(C1)C1=CC(=NC=C1C)NC1=CC=CC=C1